m-hydroxybenzoic acid-triethylamine salt C(C)N(CC)CC.OC=1C=C(C(=O)O)C=CC1